Methyl (S)-2-(4-methoxy-2-oxopyrrolidin-1-yl)acetate CO[C@H]1CC(N(C1)CC(=O)OC)=O